N[C@@H](C(=O)NC1=NC(=C(C=C1)C1=C2C(=NC=C1)NC(=C2)C)C)CC(C)(C)C (2R)-2-Amino-4,4-dimethyl-N-[6-methyl-5-(2-methyl-1H-pyrrolo[2,3-b]pyridin-4-yl)-2-pyridyl]pentanamide